P(=O)(OC[C@H]1O[C@@]([C@@H]([C@@H]1O)O)(C#N)C1=CC=C2C(=NC=NN21)N)(OC[C@@H](COCCCCCCCCCCCCCCCCCC)OCC2=CC=C(C=C2)C)O ((2R,3S,4R,5R)-5-(4-aminopyrrolo[2,1-f][1,2,4]triazin-7-yl)-5-cyano-3,4-dihydroxytetrahydrofuran-2-yl)methyl ((R)-2-((4-methylbenzyl)oxy)-3-(octadecyloxy)propyl) hydrogen phosphate